C(C)C1=C(C(=CC=C1)CC)N1C(=NC(C(=C1O)CC1=CC(=C(C=C1)C=1C(N(C=CC1)C)=O)F)=O)C1=NN(C=C1)CC(C)C 1-(2,6-diethylphenyl)-5-{[3-fluoro-4-(1-methyl-2-oxo-1,2-dihydropyridin-3-yl)phenyl]methyl}-6-hydroxy-2-[1-(2-methylpropyl)-1H-pyrazol-3-yl]-1,4-dihydropyrimidin-4-one